C(C=C)(=O)N1[C@H](CN(CC1)C1=NC(=NC=2CC(CCC12)N1CCCC2=CC(=CC=C12)OC)OCCN1CCOCC1)CC#N 2-((2S)-1-Acryloyl-4-(7-(6-methoxy-3,4-dihydroquinolin-1(2H)-yl)-2-(2-morpholinoethoxy)-5,6,7,8-tetrahydroquinazolin-4-yl)piperazin-2-yl)acetonitrile